(3,3-difluoro-propyl)zinc(II) bromide [Br-].FC(CC[Zn+])F